N-(2-chloro-6-(4-isopropylpiperazin-1-yl)phenyl)-4-(5-((1S,2S)-2-fluorocyclopropyl)-1,2,4-oxadiazol-3-yl)-4-methylpiperidine-1-carboxamide ClC1=C(C(=CC=C1)N1CCN(CC1)C(C)C)NC(=O)N1CCC(CC1)(C)C1=NOC(=N1)[C@H]1[C@H](C1)F